C(C1=CC=CC=C1)OC1=NC(=CC=C1C1=NN(C2=CC(=CC=C12)N1CCC(CC1)C(=O)OC(C)(C)C)C)OCC1=CC=CC=C1 tert-butyl 1-[3-(2,6-dibenzyloxy-3-pyridyl)-1-methyl-indazol-6-yl]piperidine-4-carboxylate